NC1=CC=C(C=C1)NC(=O)C1=CC(=CN1C)C1=CC=C(C=C1)NC(=O)C1=CC(=CN1C)NC(OC(C)(C)C)=O tert-butyl (5-((4-(5-((4-aminophenyl)carbamoyl)-1-methyl-1H-pyrrol-3-yl)phenyl)carbamoyl)-1-methyl-1H-pyrrol-3-yl)carbamate